propionic acid, phenylmethyl ester C(CC)(=O)OCC1=CC=CC=C1